C(CC)C=COOCC=S(=O)=O sulfonyl-ethoxy propyl-vinyl ether